FC(COC=1C=NOC1)F 4-(2,2-Difluoroethoxy)isoxazole